Cl.C(C)(C)C1=C(N=C(N1)C(CC)C1CNCCN1)C=C1C(NCC(N1)=O)=O 6-((5-isopropyl-1-(3-piperazinyl)propylimidazol-4-yl)methylene)piperazine-2,5-dione hydrochloride